(2-(4-oxa-7-azaspiro[2.5]octan-7-yl)ethyl)-6-methyl-5-((1-methyl-6-((1-methyl-1H-pyrazol-4-yl)amino)-1H-pyrazolo[3,4-d]pyrimidin-3-yl)amino)nicotinamide C1CC12OCCN(C2)CCC2=C(C(=O)N)C=C(C(=N2)C)NC2=NN(C1=NC(=NC=C12)NC=1C=NN(C1)C)C